O1SC(C=C1)C(=O)[O-] oxathiolate